1-bromo-4-[[[(1,1-dimethylethyl)dimethylsilyl]oxy]methyl]-2-nitrobenzene BrC1=C(C=C(C=C1)CO[Si](C)(C)C(C)(C)C)[N+](=O)[O-]